ClC1=CC2=C(C(N(C=C2C2=CC(N(C=C2C2=CC=C(C=C2)CSC)C)=O)C)=O)N1S(=O)(=O)C1=CC=C(C)C=C1 2-chloro-6-methyl-4-(1-methyl-5-(4-((methylthio)methyl)phenyl)-2-oxo-1,2-dihydropyridin-4-yl)-1-tosyl-1,6-dihydro-7H-pyrrolo[2,3-c]pyridin-7-one